ClC1=NC(N2C(C3=CC(=C(C=C3CC2)OC([2H])([2H])[2H])OC)=C1)=O 2-chloro-10-methoxy-9-(methoxy-d3)-6,7-dihydro-4H-pyrimido[6,1-a]isoquinolin-4-one